1-[(2-(1,5-dimethyl-1H-pyrazol-4-yl)-6H-pyrrolo[2,3-c]pyridin-6-yl)methyl]-1H-benzotriazole CN1N=CC(=C1C)C=1C=C2C(=CN(C=C2)CN2N=NC3=C2C=CC=C3)N1